F[C@H]1CN(CC[C@H]1OC)C1=NC=CC(=N1)NC=1N=CC2=C(C=CC(=C2C1)C1CN(C1)C(C=C)=O)N1[C@@H]([C@H](C1)CS(=O)(=O)C)C 1-(3-(3-((2-((3S,4R)-3-fluoro-4-methoxypiperidin-1-yl)pyrimidin-4-yl)amino)-8-((2R,3S)-2-methyl-3-((methylsulfonyl)methyl)azetidin-1-yl)isoquinolin-5-yl)azetidin-1-yl)prop-2-en-1-one